C[SiH](OC1(CCCCC1)O[SiH](C)C)C bis(dimethylsiloxy)cyclohexane